3,5-dimethylnonanal CC(CC=O)CC(CCCC)C